(S)-4-(1-((2-ethyl-1-oxo-2,3-dihydro-1H-pyrrolo[3,4-c]pyridin-4-yl)amino)ethyl)benzoic acid C(C)N1CC=2C(=NC=CC2C1=O)N[C@@H](C)C1=CC=C(C(=O)O)C=C1